t-butyl 3-(((2-(2-(benzyloxy)-4,6-dihydroxy-3-methylbenzoyl)isoindolin-4-yl)oxy)methyl)azetidine-1-carboxylate C(C1=CC=CC=C1)OC1=C(C(=O)N2CC3=CC=CC(=C3C2)OCC2CN(C2)C(=O)OC(C)(C)C)C(=CC(=C1C)O)O